C(C)(C)(C)OC(N[C@@H](C(C)(C)OC)C1=NC=C(C=C1)F)=O |r| rac-(1-(5-fluoropyridin-2-yl)-2-methoxy-2-methylpropyl)carbamic acid tert-butyl ester